FC=1C(=C(C=CC1C1=NNC=N1)C=1N=C2C(=NC1)NC(CN2C2CCOCC2)=O)C 6-(3-fluoro-2-methyl-4-(1H-1,2,4-triazol-3-yl)phenyl)-4-(tetrahydro-2H-pyran-4-yl)-3,4-dihydropyrazino[2,3-b]pyrazin-2(1H)-one